(R)-1-(2,4-difluoro-5-(methylsulfinyl)phenyl)piperazine FC1=C(C=C(C(=C1)F)[S@](=O)C)N1CCNCC1